C(C=1C(O)=CC=CC1)(=O)[O-].[Ce+3].C(C=1C(O)=CC=CC1)(=O)[O-].C(C=1C(O)=CC=CC1)(=O)[O-] Cerium (III) salicylate